4-isopropyl-heptanol C(C)(C)C(CCCO)CCC